2,5-diamino-3,4-thiophenedicarboxylic acid diethyl ester C(C)OC(=O)C1=C(SC(=C1C(=O)OCC)N)N